C1=CC=CC=2C3=CC=CC=C3C(C12)COC(=O)N[C@@H](COCCOCCOC(C)(C)C)CN(CC(=O)O)C(CN1C2=NC(=NC(=C2N=C1)N(C(=O)OC(C)(C)C)C(=O)OC(C)(C)C)N(C(=O)OC(C)(C)C)C(=O)OC(C)(C)C)=O (R)-11-((((9H-fluoren-9-yl)methoxy)carbonyl)amino)-13-(2-(2,6-bis(bis(tert-butoxycarbonyl)amino)-9H-purin-9-yl)acetyl)-2,2-dimethyl-3,6,9-trioxa-13-azapentadecan-15-oic acid